ethyl 2-(3-tert-butoxycarbonylamino-propyl)-4-methyl-4-nitro-pentanoate C(C)(C)(C)OC(=O)NCCCC(C(=O)OCC)CC(C)([N+](=O)[O-])C